O=C1O[C@H](CN1C1C(NC(CC1)=O)=O)C1=CC(=CC=C1)CN1CCNCC1.FC(C=O)(F)F 2,2,2-trifluoroacetaldehyde compound with 3-((S)-2-oxo-5-(3-(piperazin-1-ylmethyl)phenyl)oxazolidin-3-yl)piperidine-2,6-dione